2,4,6-trimethylbenzoylphenylphosphinate (2,4,6-trimethylphenylphenyl phosphonate) CC1=C(C(=CC(=C1)C)C)C1=C(C=CC=C1)P(O)(O)=O.CC1=C(C(=O)P(O)(=O)C2=CC=CC=C2)C(=CC(=C1)C)C